ClC1=C(C=CC(=C1)C#N)C=1C=CC(=C2C=CC=NC12)C[C@@H](C(=O)O)NC(C1=C(C=CC=C1C)F)=O (S)-3-(8-(2-chloro-4-cyanophenyl)quinolin-5-yl)-2-(2-fluoro-6-methylbenzamido)propionic acid